(E)-4-(2-bromoethyl)-N,N-dimethylaniline BrCCC1=CC=C(N(C)C)C=C1